6,10,13-trimethyl-tetradecane-1-ol CC(CCCCCO)CCCC(CCC(C)C)C